2-[2-(6-Chloropyridin-2-yl)-5-(ethylsulfonyl)-1-methyl-1H-imidazol-4-yl]-6,6,7,7-tetrafluoro-1-methyl-6,7-dihydro-1H-[1,4]dioxino[2,3-f]benzimidazol ClC1=CC=CC(=N1)C=1N(C(=C(N1)C1=NC2=C(N1C)C=C1C(=C2)OC(C(O1)(F)F)(F)F)S(=O)(=O)CC)C